Methyl (RS)-(2-((S)-1-(2,3-difluorobenzyl)-5-oxopyrrolidin-2-yl)acetyl)valyl-L-serinate FC1=C(CN2[C@@H](CCC2=O)CC(=O)N[C@H](C(C)C)C(=O)N[C@@H](CO)C(=O)OC)C=CC=C1F |&1:14|